2-propyl 2,5-furandicarboxylate O1C(=CC=C1C(=O)[O-])C(=O)OC(C)C